2-methyl-6-(4,4,5,5-tetramethyl-1,3,2-dioxaborolan-2-yl)isoindolin-1-one CN1C(C2=CC(=CC=C2C1)B1OC(C(O1)(C)C)(C)C)=O